benzyl 4-methoxy-4-(1-(4-methoxybenzyl)-2-oxopyrrolidin-3-yl)piperidine-1-carboxylate COC1(CCN(CC1)C(=O)OCC1=CC=CC=C1)C1C(N(CC1)CC1=CC=C(C=C1)OC)=O